C(C)S(=O)(=O)C[C@@H]1[C@H](N(C1)C=1C=CC(=C2C=C(N=CC12)NC1=NC(=NC=C1)N1C[C@@H]([C@@H](CC1)OCCO)F)C(C)C)C 2-((3S,4R)-1-(4-(8-((2R,3S)-3-(ethylsulfonylmethyl)-2-methylazetidin-1-yl)-5-isopropylisoquinolin-3-ylamino)pyrimidin-2-yl)-3-fluoropiperidin-4-yloxy)ethanol